NC1=NC(=C(C(=C1C#N)C=1C=C(C=CC1)C1=CC(=CC=C1)C)C#N)N1CCCCC1 2-amino-4-(3'-methyl-[1,1'-biphenyl]-3-yl)-6-(piperidin-1-yl)pyridine-3,5-dicarbonitrile